(S)-N-(3-((R)-2-(2,5-difluorophenyl)pyrrolidin-1-yl)-1H-pyrazolo[3,4-b]pyridin-5-yl)-3-hydroxypyrrolidine-1-carboxamide FC1=C(C=C(C=C1)F)[C@@H]1N(CCC1)C1=NNC2=NC=C(C=C21)NC(=O)N2C[C@H](CC2)O